ClC1=C(C=CN2C1=NC(=C(C2=O)I)C(F)(F)F)OC 9-Chloro-3-iodo-8-methoxy-2-(trifluoromethyl)-4H-pyrido[1,2-a]pyrimidin-4-one